CN(C1=CC=C(C=N1)C1=CC=C(C=C1)C=1SC2C(N1)C=CC(=C2)N(C([O-])=O)CCOCCOCCOCCI)C N-[2-[4-[6-(dimethylamino)pyridin-3-yl]-phenyl]-3a,7a-dihydro-1,3-benzothiazol-6-yl]-N-[2-[2-[2-(2-iodoethoxy)ethoxy]ethoxy]-ethyl]carbamate